ClC1=NC(=CC=C1C(=O)O)N1N=C(C=C1)OCCC1(C2(C13CC3)CC2)[2H] 2-Chloro-6-[3-[2-(7-deuteriodispiro[2.0.2.1]heptan-7-yl)ethoxy]pyrazol-1-yl]pyridine-3-carboxylic acid